C(CC(O)(C(=O)[O-])CC(=O)[O-])(=O)[O-].[Fe+3] ferric monocitrate